2-(cyanomethyl)-4-({6-[(1S)-1-[(2S,4S)-4-fluoro-1-methylpyrrolidin-2-yl]ethoxy]-2-(N'-hydroxymethylcarbamimidoyl)pyrimidin-4-yl}oxy)piperidine-1-carboxylic acid tert-butyl ester C(C)(C)(C)OC(=O)N1C(CC(CC1)OC1=NC(=NC(=C1)O[C@@H](C)[C@H]1N(C[C@H](C1)F)C)C(N)=NCO)CC#N